9-(4-(dimethylamino)-2-ethoxyphenyl)-2,3-dihydro-[1,4]dioxino[2,3-g]quinolin-7(6H)-one CN(C1=CC(=C(C=C1)C1=CC(NC=2C=C3C(=CC12)OCCO3)=O)OCC)C